CC1(CCS(CC1)(=O)=O)NC(=O)C=1N=NC(=CC1)OCC=1C(=NOC1C)C=1C=NC(=CC1)C N-(4-methyl-1,1-dioxotetrahydro-2H-thiopyran-4-yl)-6-((5-methyl-3-(6-methylpyridin-3-yl)isoOxazol-4-yl)methoxy)pyridazine-3-carboxamide